4-bromo-N-[6-(4,4-difluoropiperidin-1-yl)-5-fluoropyridin-2-yl]-2-{spiro[2.5]oct-5-en-6-yl}benzamide BrC1=CC(=C(C(=O)NC2=NC(=C(C=C2)F)N2CCC(CC2)(F)F)C=C1)C1=CCC2(CC2)CC1